5-(2-(Dimethylamino)ethoxy)-N-(1-(2-fluorophenyl)cyclopropyl)-2-methyl-benzamide CN(CCOC=1C=CC(=C(C(=O)NC2(CC2)C2=C(C=CC=C2)F)C1)C)C